tert-butyl (S)-2-(3-(2-chloroethyl)ureido)-3-(4-fluoro-3,5-dimethylphenyl)-8-methyl-4-oxo-4,5,6,8-tetrahydropyrido[3,4-d]pyrimidine-7(3H)-carboxylate ClCCNC(NC=1N(C(C2=C(N1)[C@@H](N(CC2)C(=O)OC(C)(C)C)C)=O)C2=CC(=C(C(=C2)C)F)C)=O